3-(3-((4-(3-(6-(4-amino-4-methylpiperidin-1-yl)-1H-pyrazolo[3,4-b]pyrazin-3-yl)-2-chlorophenyl)piperazin-1-yl)methyl)phenyl)piperidine-2,6-dione NC1(CCN(CC1)C1=CN=C2C(=N1)NN=C2C=2C(=C(C=CC2)N2CCN(CC2)CC=2C=C(C=CC2)C2C(NC(CC2)=O)=O)Cl)C